(phenyl)(3-buten-1-yl)methylene(cyclopentadienyl)(2,7-di-tert-butylfluoren-9-yl)hafnium dichloride [Cl-].[Cl-].C1(=CC=CC=C1)C(=[Hf+2](C1C2=CC(=CC=C2C=2C=CC(=CC12)C(C)(C)C)C(C)(C)C)C1C=CC=C1)CCC=C